The molecule is an alkyl caffeate ester obtained by the formal condensation of hydroxy groups at positions 3 and 4 of methylquinate with two molecules of trans-caffeic acid respectively. It has a role as a plant metabolite. It is an alkyl caffeate ester, a quinic acid and a methyl ester. It derives from a trans-caffeic acid and a (-)-quinic acid. COC1=C(C=CC(=C1)/C=C/C(=O)O[C@H]2[C@@H](C[C@@](C[C@H]2OC(=O)/C=C/C3=CC(=C(C=C3)O)O)(C(=O)OC)O)O)O